3-((difluoromethoxy)methyl)azetidine FC(OCC1CNC1)F